C(=O)C1=C(C(=CC(=C1)C)C=O)O 2,6-Diformyl-4-methylphenol